1,3-dibromo-2,4-difluoro-benzene BrC1=C(C(=C(C=C1)F)Br)F